N-[(1R,2S)-2-fluorocyclopropyl]-6-[4-(5-formylpyridin-2-yl)-6-methyl-2,3-dihydroindol-1-yl]-8-(methylamino)imidazo[1,2-b]pyridazine-3-carboxamide F[C@@H]1[C@@H](C1)NC(=O)C1=CN=C2N1N=C(C=C2NC)N2CCC1=C(C=C(C=C21)C)C2=NC=C(C=C2)C=O